C(C)(C)OC(=O)C1CC(CCC1)OC=1C(=NC(=NC1)C=1C=NN(C1COC1OCCCC1)C)C 3-((4-methyl-2-(1-methyl-5-(((tetrahydro-2H-pyran-2-yl)oxy)methyl)-1H-pyrazol-4-yl)pyrimidin-5-yl)oxy)cyclohexane-1-carboxylic acid isopropyl ester